Cl.Cl.CC1=C(C2=C(C(=N1)C=1C=NN(C1)C)CNC2)C 6,7-dimethyl-4-(1-methyl-1H-pyrazol-4-yl)-2,3-dihydro-1H-pyrrolo[3,4-c]pyridine, dihydrochloride